(S)-6-(difluoromethoxy)-N-(1-methoxypropan-2-yl)-8-(4-(trifluoromethyl)piperidin-1-yl)quinoline-3-carboxamide FC(OC=1C=C2C=C(C=NC2=C(C1)N1CCC(CC1)C(F)(F)F)C(=O)N[C@H](COC)C)F